NC=1C=C(C=C(C1)C(F)(F)F)C(C)NC=1C2=C(N=C(N1)N(C)C)C=NC(=C2)N2CCCC2 N4-(R)-(1-(3-amino-5-(trifluoromethyl)phenyl)ethyl)-N2,N2-dimethyl-6-(pyrrolidin-1-yl)pyrido[3,4-d]pyrimidine-2,4-diamine